FC=1C=CC(=NC1)NS(=O)(=O)CCC N-(5-fluoropyridin-2-yl)propane-1-sulfonamide